(1S,2R,4aS,6aS,6bR,8aR,14aR,14bR,16bS)-1,2,6a,6b,9,9,12,14a-octamethyl-1,2,3,4,4a,5,6,6a,6b,7,8,8a,9,14,14a,14b,15,16b-octadecahydrochryseno[1,2-g]Quinolin C[C@H]1[C@@H](CC[C@H]2CC[C@]3([C@@]4(CC[C@@H]5[C@](CC=6C=C(C=NC6C5(C)C)C)([C@H]4CC=C3[C@H]12)C)C)C)C